5-((1R,5S)-3-((tert-butyldiphenylsilyl)oxy)bicyclo[3.1.0]hexane-6-yl)-1-isopropyl-3-(3-(trifluoromethyl)phenyl)-1H-1,2,4-triazole [Si](C1=CC=CC=C1)(C1=CC=CC=C1)(C(C)(C)C)OC1C[C@H]2C([C@H]2C1)C1=NC(=NN1C(C)C)C1=CC(=CC=C1)C(F)(F)F